3-(benzyloxy)-5-(1-isopropyl-1H-pyrazol-4-yl)-4-methylpicolinic acid C(C1=CC=CC=C1)OC=1C(=NC=C(C1C)C=1C=NN(C1)C(C)C)C(=O)O